tert-butyl (S)-4-(3-cyano-4-(6-((1-(6-(4-fluoro-1H-pyrazol-1-yl)pyridin-3-yl)ethyl) (methyl)amino)pyridin-3-yl)pyrazolo[1,5-a]pyridin-6-yl)piperidine-1-carboxylate C(#N)C=1C=NN2C1C(=CC(=C2)C2CCN(CC2)C(=O)OC(C)(C)C)C=2C=NC(=CC2)N(C)[C@@H](C)C=2C=NC(=CC2)N2N=CC(=C2)F